CS(=O)(=O)C1=NC=C(C=N1)C#CCCCC(=O)NCC#C 6-(2-(methanesulfonyl)pyrimidin-5-yl)-N-(prop-2-yn-1-yl)hex-5-ynamide